N-(2-Morpholinoethyl)-3-(((7-(pyridin-4-yl)-2,3-dihydrofuro[3,2-c]pyridin-4-yl)amino)methyl)benzamid O1CCN(CC1)CCNC(C1=CC(=CC=C1)CNC1=NC=C(C2=C1CCO2)C2=CC=NC=C2)=O